CN1C(=NN=C1)SC(C)C=1C=C(C(=O)O)C=CC1 3-(1-((4-methyl-4H-1,2,4-triazol-3-yl)thio)ethyl)benzoic acid